C(C)OC1=C(O[C@H]2CN(CCC2)C2=CN=CC(=N2)NC(C(C)(C)C2=CC=C(C=C2)C(C(=O)[O-])(C)C)=O)C=CC=C1 (R)-2-(4-(1-((6-(3-(2-ethoxyphenoxy) piperidin-1-yl) pyrazin-2-yl) amino)-2-Methyl-1-oxoprop-2-yl) phenyl)-2-methylpropionate